O1N[C@H](CC1)C=1C=C(C=CC1)C#CC=1C=C(C=CC1)O (R)-3-((3-(isoxazolidin-3-yl)phenyl)ethynyl)phenol